FC1=C(C=C(C=C1)NC(=O)N1CC=2C(=NN3C2C2=C(CC(C3)=C)C=NO2)CC1)C(F)(F)F N-(4-Fluoro-3-(trifluoromethyl)phenyl)-5-methylene-5,6,9,10-tetrahydro-4H-isoxazolo[5,4-c]pyrido[4',3':3,4]pyrazolo[1,5-a]azepine-11(12H)-carboxamide